(S)-N-(cyano(phenyl)methyl)-3-(pyridin-4-yl)-1,7-dihydroimidazo[4,5-f]indazole-6-carboxamide C(#N)[C@@H](NC(=O)C=1NC2=C(C=C3C(=NNC3=C2)C2=CC=NC=C2)N1)C1=CC=CC=C1